C(#N)C1=C(C=CC=C1)[C@H]([C@H](C)C=1N(C(C(=C(N1)C(=O)NC=1C=NOC1)O)=O)C)N1N=C(C=C1)C 2-((1s,2s)-1-(2-cyanophenyl)-1-(3-methyl-1H-pyrazol-1-yl)propan-2-yl)-5-hydroxy-N-(isoxazol-4-yl)-1-methyl-6-oxo-1,6-dihydropyrimidine-4-carboxamide